(3R,4R)-3-((R)-9-Fluoro-5H-imidazo[5,1-a]isoindol-5-yl)tetrahydro-2H-pyran-4-ol FC=1C=CC=C2[C@H](N3C(C12)=CN=C3)[C@@H]3COCC[C@H]3O